FC1=CC2=C(N(C(N=C2N(C)CCCN=C=NCC2=CC=C(C=C2)OC)=O)C=2C(=NC=CC2C)C(C)C)N=C1C1=C(C=CC=C1)F 6-fluoro-7-(2-fluorophenyl)-1-(2-isopropyl-4-methylpyridin-3-yl)-4-((3-((((4-methoxybenzyl)imino)methylene)amino)propyl)(methyl)amino)pyrido[2,3-d]pyrimidin-2(1H)-one